divinylsulfite C(=C)OS(=O)OC=C